ClC=1C=C2C=NC(=NC2=CC1C1CCN(CC1)C1COCC1)NC=1C=NN(C1Cl)C1CC1 6-chloro-N-(5-chloro-1-cyclopropyl-1H-pyrazol-4-yl)-7-[1-(oxolan-3-yl)piperidin-4-yl]quinazolin-2-amine